C(#N)COC(COC1=C(C=CC=C1)OC1=C(C=C(C(=C1)N1C(N(C(=CC1=O)C(F)(F)F)C)=O)F)[N+](=O)[O-])=O Cyanomethyl-(2-{4-fluoro-5-[3-methyl-2,6-dioxo-4-(trifluoromethyl)-3,6-dihydropyrimidin-1(2H)-yl]-2-nitrophenoxy}phenoxy)acetat